2-(4-((2-((4-Chloro-2-fluorophenoxy)methyl)pyridin-4-yl)oxy)-3-fluorophenyl)acetic acid ClC1=CC(=C(OCC2=NC=CC(=C2)OC2=C(C=C(C=C2)CC(=O)O)F)C=C1)F